tert-butyl (Z)-2-(3-((4-((2-(diethylamino)ethyl)carbamoyl)-3,5-dimethyl-1H-pyrrol-2-yl)methylene)-5-fluoro-2-oxoindoline-1-carbonyl)hydrazine-1-carboxylate C(C)N(CCNC(=O)C=1C(=C(NC1C)\C=C\1/C(N(C2=CC=C(C=C12)F)C(=O)NNC(=O)OC(C)(C)C)=O)C)CC